The molecule is an N-acylsphingosine 1-phosphate in which the N-acyl group is specified as oleoyl. It derives from an oleic acid. It is a conjugate acid of a N-oleoylsphingosine 1-phosphate(2-). CCCCCCCCCCCCC/C=C/[C@H]([C@H](COP(=O)(O)O)NC(=O)CCCCCCC/C=C\\CCCCCCCC)O